6-methoxy-2-(4-methoxyphenyl)benzothiophene COC1=CC2=C(C=C(S2)C2=CC=C(C=C2)OC)C=C1